C(C)NC(CCC=1C(OC2=C(C(=CC(=C2C1C)OCCOC)O)C=O)=O)=O N-ethyl-3-[8-formyl-7-hydroxy-5-(2-methoxyethoxy)-4-methyl-2-oxochromen-3-yl]propanamide